C1(CCCCC1)C1=CC=C(C=C1)NC=1C2=C(N=C(N1)N(CC1OCCC1)C)C(N(C2)C(C)C)=O 4-[(4-cyclohexylphenyl)amino]-2-{methyl-[(oxacyclopent-2-yl)methyl]amino}-6-(propan-2-yl)-5,6-dihydro-7H-pyrrolo[3,4-d]pyrimidin-7-one